ClC1=C(C(=NC=N1)NC(C)C)N 6-chloro-N4-Isopropyl-pyrimidine-4,5-diamine